1-(4-methyl-5-nitrothiazol-2-yl)terephthalamide CC=1N=C(SC1[N+](=O)[O-])C1(C(=O)N)CC=C(C(=O)N)C=C1